FC=1C=C(CN2C(C3=CC=C(C=C3C(C23CCCC3)C(=O)O)NC(CF)=O)=O)C=CC1C(F)(F)F 2'-(3-fluoro-4-(trifluoromethyl)benzyl)-6'-(2-fluoroacetamido)-1'-oxo-1',4'-dihydro-2'H-spiro[cyclopentane-1,3'-isoquinoline]-4'-carboxylic acid